O.[AsH3] arsine hydrate